COC(=O)C=1C=CC2=C(N(C(=N2)CN2CCC(CC2)C2=NC(=CC=C2)OCC2=C(C=C(C=C2)C(=O)C2CC2)F)C[C@H]2OCC2)C1 (S)-2-((4-(6-((4-(cyclopropanecarbonyl)-2-fluorobenzyl)oxy)pyridin-2-yl)piperidin-1-yl)methyl)-1-(oxetan-2-ylmethyl)-1H-benzo[d]imidazole-6-carboxylic acid methyl ester